C(C)(C)(C)OC(=O)N1CC2(CC(C2)NC=2C=CC=3N(N2)C(=CN3)C3=CC(=CC=C3)C(F)(F)F)CC1 2-[[3-[3-(trifluoromethyl)phenyl]imidazo[1,2-b]pyridazin-6-yl]amino]-6-azaspiro[3.4]octane-6-Carboxylic acid tert-butyl ester